7-chloro-3,4-dihydroquinolin-2(1H)-one ClC1=CC=C2CCC(NC2=C1)=O